N=1N(N=CC1)C1=CC(=C2C=CC=NC2=C1)C1(CC1)NC(C1=C(C=CC(=C1)N1CC2CCC(C1)N2C)C)=O N-(1-(7-(2H-1,2,3-triazol-2-yl)quinolin-5-yl)cyclopropyl)-2-methyl-5-(8-methyl-3,8-diazabicyclo[3.2.1]octan-3-yl)benzamide